P(=O)(O)([O-])[O-].[Ca+2].[Ca+2].P(=O)(O)([O-])[O-] di-calcium hydrogen phosphate